N-[2-(dimethylamino)ethyl]-N2-{2-[3-(trifluoromethoxy)phenyl][1,2,4]triazolo[1,5-c]quinazolin-5-yl}-D-alaninamide CN(CCNC([C@H](NC1=NC=2C=CC=CC2C=2N1N=C(N2)C2=CC(=CC=C2)OC(F)(F)F)C)=O)C